(2R)-2-cyclopropyl-2-{(1R,3S,5S)-3-[(3S,4R)-1-(5-fluoropyrimidin-2-yl)-3-methoxypiperidin-4-yl]-8-azabicyclo[3.2.1]octan-8-yl}acetamide hemioxalate C(C(=O)O)(=O)O.C1(CC1)[C@H](C(=O)N)N1[C@H]2CC(C[C@@H]1CC2)[C@@H]2[C@@H](CN(CC2)C2=NC=C(C=N2)F)OC.C2(CC2)[C@H](C(=O)N)N2[C@H]1CC(C[C@@H]2CC1)[C@@H]1[C@@H](CN(CC1)C1=NC=C(C=N1)F)OC